(2E)-4-(dimethylamino)-1-[2-(3-methylphenyl)-3-(pyridin-4-yl)-6,7-dihydropyrazolo[1,5-a]pyrazin-5(4H)-yl]but-2-en-1-one CN(C/C=C/C(=O)N1CC=2N(CC1)N=C(C2C2=CC=NC=C2)C2=CC(=CC=C2)C)C